(-)-beta-citronellol C[C@@H](CCC=C(C)C)CCO